BrC=1C=C(N(C1)S(=O)(=O)C1=CC=C(C)C=C1)CNS(=O)C(C)(C)C N-((4-bromo-1-tosyl-1H-pyrrol-2-yl)methyl)-2-methylpropan-2-sulfinamide